C(CCC)N[Si](C)(C)C (Butylamino)trimethylsilane